1-methyl-3-(trifluoromethyl)-N-(1-(2-(2-(trifluoromethyl)pyridin-4-yl)thiazol-5-yl)ethyl)-1H-pyrazole-5-carboxamide CN1N=C(C=C1C(=O)NC(C)C1=CN=C(S1)C1=CC(=NC=C1)C(F)(F)F)C(F)(F)F